NC1=CC(=C(C=C1OC)N1CCC(CC1)N1CCC2(CCCN(C2)C=2C=C3C(N(C(C3=CC2)=O)C2C(NC(CC2)=O)=O)=O)CC1)C=1C=NN(C1)C 5-(9-(1-(4-amino-5-methoxy-2-(1-methyl-1H-pyrazol-4-yl)phenyl)piperidin-4-yl)-2,9-diazaspiro[5.5]undecan-2-yl)-2-(2,6-dioxopiperidin-3-yl)isoindoline-1,3-dione